2-(thiazol-4-ylmethylene)-6-hydroxybenzofuran-3(2H)-one S1C=NC(=C1)C=C1OC2=C(C1=O)C=CC(=C2)O